FC=1C(=CC=C2CN(C(C12)=O)C1C(NC(CC1)=O)=O)C(F)(F)F 3-(7-fluoro-1-oxo-6-(trifluoromethyl)isoindolin-2-yl)piperidine-2,6-dione